tert-butyl 4-(8-(1-((2-(methoxycarbonyl)phenyl)amino)ethyl)-3,6-dimethyl-4-oxo-3,4-dihydroquinazolin-2-yl)piperidine-1-carboxylate COC(=O)C1=C(C=CC=C1)NC(C)C=1C=C(C=C2C(N(C(=NC12)C1CCN(CC1)C(=O)OC(C)(C)C)C)=O)C